CN1C(=NC=2CCC=3C=NC(=NC3C21)NC2CCN(CC2)C(=O)OC(C)(C)C)C tert-Butyl 4-((1,2-dimethyl-4,5-dihydro-1H-imidazo[4,5-h]quinazolin-8-yl)amino)piperidine-1-carboxylate